(R)-2-((1-(3-cyano-2-(4,4-difluoro-6-azaspiro[2.5]octan-6-yl)-7-methyl-4-oxo-4H-pyrido[1,2-a]pyrimidin-9-yl)ethyl)amino)benzoic acid C(#N)C1=C(N=C2N(C1=O)C=C(C=C2[C@@H](C)NC2=C(C(=O)O)C=CC=C2)C)N2CC(C1(CC1)CC2)(F)F